CN1C=CC=2C1=C(N=CC2)N(C(=O)N2CCC(CC2)N2C=NN=C2)[C@H]2CNCCC2 (R)-N-(1-methyl-1H-pyrrolo[2,3-c]pyridin-7-yl)-N-(piperidin-3-yl)-4-(4H-1,2,4-triazol-4-yl)piperidine-1-carboxamide